OC(C(=O)C1=CC=CC=C1)C1=CC=CC=C1 hydroxy-α-phenylacetophenone